BrC=1C=C(C=C(C1Cl)Cl)C1=CC=CC=C1 3-bromo-4,5-dichloro-1,1'-biphenyl